C(C)OC(\C(=C\C(\CCCCCC)=C\C1=CC=C(C=C1)C#N)\C)=O (E)-4-((E)-4-Cyanobenzylidene)-2-methyldec-2-enoic acid ethyl ester